(+/-)-N3-(5,6-dihydro-11H-imidazo[1,2-a]pyrazolo[1,5-d][1,4]diazepin-8-yl)-7-fluoro-6-(4-fluoro-5-methyl-3,4-dihydro-2H-pyrano[2,3-b]pyridin-6-yl)isoquinoline-3,8-diamine N=1C=CN2C1CN1C(CC2)=CC(=N1)NC=1N=CC2=C(C(=C(C=C2C1)C=1C(=C2C(=NC1)OCC[C@H]2F)C)F)N |r|